tert-butyl 3,3-difluoro-4-(methylsulfonyloxymethyl)piperidine-1-carboxylate FC1(CN(CCC1COS(=O)(=O)C)C(=O)OC(C)(C)C)F